N1=CC(=CC2=CC=CC=C12)S(=O)(=O)C1=CC=C(C=C1)CN1C=C2C(C=C1)=CCO2 N-{[4-(quinoline-3-sulfonyl)phenyl]methyl}furo[2,3-c]pyridine